2-amino-4-bromo-6-methoxybenzene-1-carbaldehyde NC1=C(C(=CC(=C1)Br)OC)C=O